C1(CC1)[C@@H](C)NC1=NC(=NC(=N1)NC(C)CCC)C1=NC(=CC=C1)C(F)(F)F N2-((R)-1-cyclopropylethyl)-N4-(pentan-2-yl)-6-(6-(trifluoromethyl)pyridin-2-yl)-1,3,5-triazine-2,4-diamine